ClC1=CC(=C(C=C1)C[C@H](C)N[S@@](=O)C(C)(C)C)OC (S)-N-((S)-1-(4-chloro-2-methoxyphenyl)propan-2-yl)-2-methylpropan-2-sulfinamide